C(OCC(OCC)OCC)(OC1=CC=C(C=C1)[N+](=O)[O-])=O 2,2-diethoxyethyl (4-nitrophenyl) carbonate